C[C@H]1N(CCC1)C(=O)O[C@H]1C[C@H](CC1)C=1NN=C(C1)NC(COC1=C(C(=CC=C1)OCC1=CC=CC=C1)C1OCCO1)=O (1R,3S)-3-(5-{2-[3-(benzyloxy)-2-(1,3-dioxolan-2-yl)phenoxy] acetamido}-2H-pyrazol-3-yl)cyclopentyl (2R)-2-methylpyrrolidine-1-carboxylate